O[C@@]1(C(N(CC1)C)=O)C=1C=NN(C1)C=1C=C(C=CC1)C1=CC=CC(=N1)C(=O)N (R,S)-6-(3-(4-(3-Hydroxy-1-methyl-2-oxopyrrolidin-3-yl)-1H-pyrazol-1-yl)phenyl)picolinamide